3-aminocyclobutane-1-carbonitrile hydrochloride Cl.NC1CC(C1)C#N